(S)-azetidine-2-methanol N1[C@@H](CC1)CO